BrCC\C=C\CC(C)C (E)-1-bromo-6-methylhept-3-ene